N-(5-(4-(4-acryloylpiperazin-1-yl)-2-methylquinazoline-6-yl)-2-methoxypyridin-3-yl)-2,4-difluorobenzenesulfonamide C(C=C)(=O)N1CCN(CC1)C1=NC(=NC2=CC=C(C=C12)C=1C=C(C(=NC1)OC)NS(=O)(=O)C1=C(C=C(C=C1)F)F)C